3-chloro-N-(2,4-difluoro-3-(3-methoxyquinoxaline-6-carbonyl)phenyl)-4-(trifluoromethyl)benzamide ClC=1C=C(C(=O)NC2=C(C(=C(C=C2)F)C(=O)C=2C=C3N=C(C=NC3=CC2)OC)F)C=CC1C(F)(F)F